C(#N)C1=CC=C(CS(=O)(=O)C2=NN=C(S2)NC(C2=C(C=CC=C2)C(F)(F)F)=O)C=C1 N-(5-((4-cyanobenzyl)sulfonyl)-1,3,4-thiadiazole-2-yl)-2-(trifluoromethyl)benzamide